5-(((6,7-dihydrospiro[cyclopenta[d]pyrazolo[1,5-a]pyrimidine-5,4'-piperidin]-8-yl)amino)methyl)-2-fluorobenzonitrile N1CCC2(CC1)CCC=1C2=NC=2N(C1NCC=1C=CC(=C(C#N)C1)F)N=CC2